tert-butyl ethyl(1-(3-fluoro-5-(trifluoromethyl)pyridin-2-yl)ethyl)carbamate C(C)N(C(OC(C)(C)C)=O)C(C)C1=NC=C(C=C1F)C(F)(F)F